5-[1-(5-amino-4-chloro-2-pyridyl)-3-(trifluoromethyl)pyrazol-4-yl]-N-[3-chloro-4-[4-(piperidine-4-carbonyl)piperazine-1-carbonyl]phenyl]-1-methyl-imidazole-2-carboxamide NC=1C(=CC(=NC1)N1N=C(C(=C1)C1=CN=C(N1C)C(=O)NC1=CC(=C(C=C1)C(=O)N1CCN(CC1)C(=O)C1CCNCC1)Cl)C(F)(F)F)Cl